C(C)(C)N(C(=O)C1=C(C=CC(=C1)F)N1C(=C(C=2C1=CN=CC2)C(=O)C2CCN(CC2)C(=O)[C@@H]2[C@H]1C[C@H]1CN2C(=O)OC(C)(C)C)C)C(C)C tert-butyl (1S,2S,5R)-2-(4-(1-(2-(diisopropylcarbamoyl)-4-fluorophenyl)-2-methyl-1H-pyrrolo[2,3-c]pyridine-3-carbonyl)piperidine-1-carbonyl)-3-azabicyclo[3.1.0]hexane-3-carboxylate